COC(C1=C(C=CC(=C1)Cl)N=C=O)=O.OC=1C(N=C2C=CC=CC12)=O hydroxyl-indolone methyl-5-chloro-2-isocyanatobenzoate